1-(3-fluoroazetidine-3-carbonyl)piperidin-3-yl acetate hydrochloride Cl.C(C)(=O)OC1CN(CCC1)C(=O)C1(CNC1)F